C(CCCCCCCCC)O n-decylalcohol